C1CO1 ethylen oxid